NC1CN(C1)C1=C2C(N(C(C2=CC=C1)=O)C1C(NC(CC1)=O)=O)=O 4-(3-aminoazetidin-1-yl)-2-(2,6-dioxopiperidin-3-yl)isoindoline-1,3-dione